2-[[(1R)-1-[3,6-dimethyl-2-[6-(1-methylimidazol-4-yl)-3-pyridyl]-4-oxo-chromen-8-yl]ethyl]amino]benzoic acid CC1=C(OC2=C(C=C(C=C2C1=O)C)[C@@H](C)NC1=C(C(=O)O)C=CC=C1)C=1C=NC(=CC1)C=1N=CN(C1)C